8-[4-[4-[(2,6-dioxo-3-piperidyl)amino]-2,6-difluoro-phenyl]piperazin-1-yl]octanoic acid O=C1NC(CCC1NC1=CC(=C(C(=C1)F)N1CCN(CC1)CCCCCCCC(=O)O)F)=O